C(CNCCCN)NCCCN N,N''-1,2-ethanediylbis-(1,3-propanediamine)